(2S)-4-methylmorpholin CN1CCOCC1